1-(tert-butoxycarbonyl)piperidin-2-yltrifluoroboric acid potassium [K].C(C)(C)(C)OC(=O)N1C(CCCC1)[B-](F)(F)F.[H+]